N-((2R,3S)-2-methylazetidin-3-yl)methanesulfonamide C[C@H]1NC[C@@H]1NS(=O)(=O)C